4-[4-(2-hydroxyethyloxy)benzoyl]chalcone OCCOC1=CC=C(C(=O)C2=CC=C(C=C2)\C=C\C(=O)C2=CC=CC=C2)C=C1